BrC1=C(C(=C(C=C1)[C@@H]1C(CN(CC1)C1CCNCC1)(F)F)F)F (4R)-4-(4-bromo-2,3-difluoro-phenyl)-3,3-difluoro-1-(4-piperidyl)piperidine